(R)-4-amino-4-phenyl-2-butanone N[C@H](CC(C)=O)C1=CC=CC=C1